BrC1=CC(=C(C=C1)[C@H](CCCCC)O)C1=NN=NN1 (S)-1-(4-Bromo-2-(1H-tetrazol-5-yl)phenyl)hexan-1-ol